O=C1NC(CCC1OC=1C=C(C(=O)N2CCC(CC2)CN2CCNCC2)C=CC1)=O 4-((1-(3-((2,6-dioxopiperidin-3-yl)oxy)benzoyl)piperidin-4-yl)methyl)piperazin